FC(C1=CC=CC2=C1SC=C2C=O)(F)F 7-(trifluoromethyl)benzo[b]thiophene-3-carbaldehyde